C(#N)C1=C(CN2N=C(N=C2)C(=O)O)C=CC=C1 1-(2-cyanobenzyl)-1H-1,2,4-triazole-3-carboxylic acid